tert-butyl (7-fluoro-4,5-dihydro-[1,2,4]triazolo[1,5-a]quinolin-2-yl)carbamate FC=1C=C2CCC=3N(C2=CC1)N=C(N3)NC(OC(C)(C)C)=O